NC1=NC(=C(C=2N1N=C(N2)CC2=C(C=CC=C2)Br)C2=NC=NC=C2)C=2C=C(C#N)C=CC2 3-(5-amino-2-(2-bromobenzyl)-8-(pyrimidin-4-yl)-[1,2,4]triazolo[1,5-c]pyrimidin-7-yl)benzonitrile